CN(C/C=C/C(=O)N1CCOC2=C3C(=NC=NC3=CC=C21)NC2=CC=C(C=C2)OC(C)C2=CC(=CC=C2)F)C (E)-4-(dimethylamino)-1-(10-((4-(1-(3-fluorophenyl)ethoxy)phenyl)amino)-2,3-dihydro-4H-[1,4]oxazino[2,3-f]quinazolin-4-yl)but-2-en-1-one